CN1N=C(C=C1S(=O)(=O)N1CCC2(CC[C@@H](C2)N2CC3(COC3)C2)CC1)C (S)-6-(8-((1,3-dimethyl-1H-pyrazol-5-yl)sulfonyl)-8-azaspiro[4.5]dec-2-yl)-2-oxa-6-azaspiro[3.3]heptane